C(C)(C)(C)OC(=O)N1CC(C2(CC1)COC1=C2C=CC(=C1)N)(F)F 6-amino-3',3'-difluoro-2H-spiro[benzofuran-3,4'-piperidine]-1'-carboxylic acid tert-butyl ester